ClC=1C=C2C(=NNC2=CC1OCCOC)C1=CC=NO1 5-[5-chloro-6-(2-methoxyethoxy)-1H-indazol-3-yl]-1,2-oxazol